C(CCCCCCCCCCCCCCC)S(=O)(=O)O.[Na] sodium cetylsulfonic acid